BrC1=CC=C(S1)S(=O)(=O)C=1C(=C(C(=O)N)C(=CC1C1(CC1)C#N)OC)Cl ((5-bromothiophen-2-yl)sulfonyl)-2-chloro-4-(1-cyanocyclopropyl)-6-methoxybenzamide